[Cl-].C(=O)(O)C1(CC2=CC(=CC=C2CC1)OC1=CC=CC2=CC=CC(=C12)C1=CC=CC=C1)[NH3+] 2-carboxy-7-((8-phenylnaphthalen-1-yl)oxy)-1,2,3,4-tetrahydronaphthalen-2-aminium chloride